4-hydroxy-4-(3-(trimethylsilyl)prop-2-yn-1-yl)piperidine-1-carboxylic acid tert-butyl ester C(C)(C)(C)OC(=O)N1CCC(CC1)(CC#C[Si](C)(C)C)O